4,5-difluoro-6-methyl-1H-pyrrolo[2,3-b]pyridine-2-carboxamide FC1=C2C(=NC(=C1F)C)NC(=C2)C(=O)N